C1(CC1)COC=1C=C(CCC2CC(NC2)=O)C=CC1OC(F)F 4-(3-(cyclopropylmethoxy)-4-(difluoromethoxy)phenethyl)pyrrolidin-2-one